tert-butyl 7-(2-((1-(tert-butoxycarbonyl) azetidin-3-yl) methoxy) ethyl)-3,4-dihydro-1,8-naphthyridine-1(2H)-carboxylate C(C)(C)(C)OC(=O)N1CC(C1)COCCC1=CC=C2CCCN(C2=N1)C(=O)OC(C)(C)C